OC=1C=C(C(=O)OCCOC(C=C)=O)C=CC1O 2-(acryloyloxy)ethyl 3,4-dihydroxybenzoate